N-(1-((4-(3,4-dihydro-2H-benzo[b][1,4]oxazin-6-yl)phenyl)sulfonyl)piperidin-4-yl)-5-(trifluoromethyl)pyridin-2-amine O1C2=C(NCC1)C=C(C=C2)C2=CC=C(C=C2)S(=O)(=O)N2CCC(CC2)NC2=NC=C(C=C2)C(F)(F)F